4'-methoxy-2'-deoxycytidine-3'-phosphate P(=O)(O)(O)O[C@H]1C[C@@H](O[C@@]1(CO)OC)N1C(=O)N=C(N)C=C1